COC(=O)C12CC3(CC(CC(C1)(C3)C3=CC=CC=C3)C2)C(=O)O 3-(methoxycarbonyl)-5-phenyladamantane-1-carboxylic acid